3,7-dimethyl-2,6-octadien-1-yl palmitate C(CCCCCCCCCCCCCCC)(=O)OCC=C(CCC=C(C)C)C